The molecule is a dipeptide isolated from the cultures of Streptomyces tanashiensis. It has a role as a bacterial metabolite, an EC 3.4.24.11 (neprilysin) inhibitor and an EC 3.4.24.71 (endothelin-converting enzyme 1) inhibitor. It is a deoxyaldohexose phosphate and a dipeptide. C[C@H]1[C@@H]([C@H]([C@H]([C@@H](O1)OP(=O)(N[C@@H](CC(C)C)C(=O)N[C@@H](CC2=CNC3=CC=CC=C32)C(=O)O)O)O)O)O